(15R)-23-amino-6,21-bis(trifluoromethyl)-26-oxa-3,4,8,19,24-pentaazapentacyclo[18.3.1.12,5.17,11.015,19]hexacosan NC1CC(C2N3CCC[C@H]3CCCC3CCNC(C(C4NNC(C1N2)O4)C(F)(F)F)C3)C(F)(F)F